Cl.COC(COC1CCNCC1)=O 2-(piperidin-4-yloxy)acetic acid methyl ester hydrochloride